2-(piperidine-1-carbonyl)benzaldehyde N1(CCCCC1)C(=O)C1=C(C=O)C=CC=C1